benzyl 4-[5-bromo-6-[(1S)-1-methoxyethyl]pyridin-3-yl]piperazine-1-carboxylate BrC=1C=C(C=NC1[C@H](C)OC)N1CCN(CC1)C(=O)OCC1=CC=CC=C1